(2S)-1-[(2S,4R)-4-hydroxy-2-(1H-imidazol-2-yl)pyrrolidin-1-yl]-3-methyl-2-[4-(3-methylisoxazol-5-yl)triazol-1-yl]butan-1-one O[C@@H]1C[C@H](N(C1)C([C@H](C(C)C)N1N=NC(=C1)C1=CC(=NO1)C)=O)C=1NC=CN1